CC=1NC(=C(C(C1C(C)=O)C1=CSC2=CN=CC=C21)C(C)=O)C 1,1'-(2,6-dimethyl-4-(thieno[2,3-c]pyridin-3-yl)-1,4-dihydropyridin-3,5-diyl)bis(ethan-1-one)